Cl.C(CC)N1N=C(C(=C1)OCC(F)(F)F)C(=O)N 1-PROPYL-4-(2,2,2-TRIFLUORoETHOXY)-1H-PYRAZOL-3-CARBOXAMID HYDROCHLORID